CCCC(=O)N 4-butaneamide